2,2-dimethyl-chromene S-(tetrahydro-2H-pyran-2-yl)thioacetate O1C(CCCC1)S=C(C)O.CC1(OC2=CC=CC=C2C=C1)C